dimethyl 2-((3-benzoylbenzofuran-2-yl) methyl)-2-bromomalonate C(C1=CC=CC=C1)(=O)C1=C(OC2=C1C=CC=C2)CC(C(=O)OC)(C(=O)OC)Br